amino-3-(benzothien-3-yl)propionic acid NC(C(=O)O)CC1=CSC2=C1C=CC=C2